FC1=CC=C(C=C1)C#CC1=C(C(=O)N)C=CC(=C1)S(NC)(=O)=O ((4-fluorophenyl)ethynyl)-4-(N-methylsulfamoyl)benzamide